(2-(2-(4-aminophenoxy)ethyl)-[1,1'-biphenyl]-4-yloxy)pyridin-3-amine NC1=CC=C(OCCC2=C(C=CC(=C2)OC2=NC=CC=C2N)C2=CC=CC=C2)C=C1